2-amino-6-(2-methoxy-4,6-dimethylphenyl)nicotinaldehyde NC1=C(C=O)C=CC(=N1)C1=C(C=C(C=C1C)C)OC